FC(C=1C=C(C=CC1)S(=O)(=O)N1CCNCC1)(F)F 1-((3-(trifluoromethyl)phenyl)sulfonyl)piperazine